2-(((1R)-1-(2-(8-hydroxyoctahydro-2H-4,7-methanoisoindol-2-yl)-3,7-dimethyl-4-oxo-4H-pyrido[1,2-a]pyrimidin-9-yl)ethyl)amino)benzoic acid OC1C2C3CN(CC3C1CC2)C=2N=C1N(C(C2C)=O)C=C(C=C1[C@@H](C)NC1=C(C(=O)O)C=CC=C1)C